1-octyl-1-propylpyrrolidinium methanesulfonate CS(=O)(=O)[O-].C(CCCCCCC)[N+]1(CCCC1)CCC